tert-butyl (2R,3S,4S)-3-({[(3-fluorophenyl)methyl]carbamoyl}oxy)-4-hydroxy-2-(pyridin-3-ylmethyl)pyrrolidine-1-carboxylate FC=1C=C(C=CC1)CNC(=O)O[C@H]1[C@H](N(C[C@@H]1O)C(=O)OC(C)(C)C)CC=1C=NC=CC1